2-chloro-4-(4-fluoro-2-methylphenyl)-7-isopropoxyquinoline ClC1=NC2=CC(=CC=C2C(=C1)C1=C(C=C(C=C1)F)C)OC(C)C